ClC1=C(C(=NC=C1)CC#N)OC 2-(4-chloro-3-methoxy-2-pyridinyl)acetonitrile